3-(Phenylethynyl)-N,N-bis(2,2,2-trifluoroethyl)-7,8-dihydro-1,6-naphthyridine-6(5H)-carboxamide C1(=CC=CC=C1)C#CC=1C=NC=2CCN(CC2C1)C(=O)N(CC(F)(F)F)CC(F)(F)F